(1-Methylpiperidin-3-yl)methyl (2-amino-5-(thiophen-2-yl)phenyl)carbamate NC1=C(C=C(C=C1)C=1SC=CC1)NC(OCC1CN(CCC1)C)=O